tert-butyl 4-(2-(furan-2-yl) ethyl)-3-oxo-1-thia-4,8-diazaspiro[4.5]decane-8-carboxylate O1C(=CC=C1)CCN1C(CSC12CCN(CC2)C(=O)OC(C)(C)C)=O